OC=1C=CC(=C(C1)C=1C(=C(N=C2[C@@H]3CC[C@H](C12)C3)N3CC1(CN(C1)C(C=C)=O)CC3)C#N)C (1R,8S)-6-(5-hydroxy-2-methylphenyl)-4-(2-(2-propenoyl)-2,6-diazaspiro[3.4]octan-6-yl)-3-azatricyclo[6.2.1.02,7]undeca-2,4,6-triene-5-carbonitrile